1-(3-hydroxypropyl)-1H-pyrazol-4-amine OCCCN1N=CC(=C1)N